ClC=1C=CC(=C2C=C(NC12)C(=O)N[C@@H](CC(C)(C)C)C(N[C@@H](C[C@H]1C(NC(C1)(C)C)=O)C#N)=O)OC 7-chloro-N-[(1S)-1-[[(1S)-1-cyano-2-[(3R)-5,5-dimethyl-2-oxo-pyrrolidin-3-yl]ethyl]carbamoyl]-3,3-dimethyl-butyl]-4-methoxy-1H-indole-2-carboxamide